C(C)(C)(C)OC(NCCN1C(N(C=2N=C(N(C2C1=O)CC1=CC(=CC=C1)OC)NCCO)C)=O)=O tert-butyl(2-(8-((2-hydroxyethyl)amino)-7-(3-methoxybenzyl)-3-methyl-2,6-dioxo-2,3,6,7-tetrahydro-1H-purin-1-yl)ethyl)carbamate